COC1=CC=C(C=C1)COC1=NN(C=2C=CC=C(C12)N)C 3-[(4-methoxyphenyl)methoxy]-1-methylindazol-4-amine